FC(F)(F)N(S=O)C(F)(F)F bis(trifluoromethyl)sulfinamide